4-(6-methoxy-3,3-dimethyl-2,3-dihydrothieno[2,3-b]pyridin-5-yl)piperidine-1-carboxylic acid tert-butyl ester C(C)(C)(C)OC(=O)N1CCC(CC1)C=1C=C2C(=NC1OC)SCC2(C)C